8-(2-chloro-4-(2-(piperazin-1-yl)ethoxy)phenyl)-9-((5-chloropyridin-2-yl)methyl)-6-(1-methylcyclopropoxy)-9H-purine ClC1=C(C=CC(=C1)OCCN1CCNCC1)C=1N(C2=NC=NC(=C2N1)OC1(CC1)C)CC1=NC=C(C=C1)Cl